N-[4-(3-cyanophenyl)-5-(2,6-dimethyl-4-pyridyl)thiazol-2-yl]-3,8-diazabicyclo[3.2.1]octane-3-carboxamide C(#N)C=1C=C(C=CC1)C=1N=C(SC1C1=CC(=NC(=C1)C)C)NC(=O)N1CC2CCC(C1)N2